FC=1C=C(C=CC1CN1C(=NC=C1)C)C1=C(SC(=C1)CC(C)C)S(=O)(=O)NC(C(C)(C)C)=O N-((3-(3-Fluoro-4-((2-methyl-1H-imidazol-1-yl)methyl)phenyl)-5-isobutylthiophen-2-yl)sulfonyl)pivalamide